N-(4-(7-(difluoromethoxy)-1,3,4,5-tetrahydro-2H-benzo[c]azepine-2-yl)-2,6-dimethyl-Phenyl)-3,3-dimethylbutanamide FC(OC1=CC2=C(CN(CCC2)C2=CC(=C(C(=C2)C)NC(CC(C)(C)C)=O)C)C=C1)F